4-Hydroxy-4-((1-(4-nitrophenyl)-4-oxo-1,4-dihydro-5H-pyrazolo[3,4-d]pyrimidin-5-yl)methyl)piperidine-1-carboxylic acid tert-butyl ester C(C)(C)(C)OC(=O)N1CCC(CC1)(CN1C=NC2=C(C1=O)C=NN2C2=CC=C(C=C2)[N+](=O)[O-])O